5-acetoxy-1,2-dimethylindole-3-carboxylic acid ethyl ester C(C)OC(=O)C1=C(N(C2=CC=C(C=C12)OC(C)=O)C)C